N-(4-((3R,4R)-3-amino-4-methylpyrrolidin-1-yl)-2-(1-(trifluoromethyl)cyclopropyl)-2H-indazol-5-yl)-1-(2,6-difluorophenyl)-6-oxo-1,6-dihydropyridazine-3-carboxamide N[C@H]1CN(C[C@H]1C)C=1C2=CN(N=C2C=CC1NC(=O)C1=NN(C(C=C1)=O)C1=C(C=CC=C1F)F)C1(CC1)C(F)(F)F